1-(9,10-Anthraquinon-2-yl)ethyl-imidazole-1-carboxylate C1=C(C=CC=2C(C3=CC=CC=C3C(C12)=O)=O)C(C)OC(=O)N1C=NC=C1